COC=1C=C(C(=O)OCC)C=C(C1)OC ethyl 3,5-dimethoxybenzoate